4-(oxetan-3-yl)sulfonyl-2-aminomethylmorpholine O1CC(C1)S(=O)(=O)N1CC(OCC1)CN